FC1(CN(C1)CCCF)CC1=CC=C(C=C1)C1=C(CCCC2=C1C=CC=C2)C2=C(C=C(C=C2)F)C(F)(F)F 9-(4-((3-Fluoro-1-(3-fluoropropyl)azetidin-3-yl)methyl)phenyl)-8-(4-fluoro-2-(trifluoromethyl)phenyl)-6,7-dihydro-5H-benzo[7]annulen